N-((1s,4s)-4-((3-iodo-7-morpholino-1,6-naphthyridin-5-yl)oxy)cyclohexyl)pyrimidin-2-amine IC=1C=NC2=CC(=NC(=C2C1)OC1CCC(CC1)NC1=NC=CC=N1)N1CCOCC1